tert-butyl (2R,6S)-4-[8-({8-fluoro-2-methylimidazo[1,2-a]pyridin-6-yl}carbamoyl)-2-methoxyquinoxalin-5-yl]-2,6-dimethylpiperazine-1-carboxylate FC=1C=2N(C=C(C1)NC(=O)C=1C=CC(=C3N=CC(=NC13)OC)N1C[C@H](N([C@H](C1)C)C(=O)OC(C)(C)C)C)C=C(N2)C